2,3-dimethyl-benzothiazoleN CN1SC2=C(C1C)C=CC=C2